(2R,3S,4S)-4-hydroxy-2-[(4-methoxyphenyl)methyl]pyrrolidin-3-yl N-[(4-methanesulfonamidophenyl)methyl]carbamate CS(=O)(=O)NC1=CC=C(C=C1)CNC(O[C@H]1[C@H](NC[C@@H]1O)CC1=CC=C(C=C1)OC)=O